3-chlorobenzyl ((2S)-3-cyclohexyl-1-((4-(cyclopropylamino)-3-hydroxy-4-oxo-1-(6-oxo-5-azaspiro[3.4]octan-7-yl)butan-2-yl)amino)-1-oxopropan-2-yl)carbamate C1(CCCCC1)C[C@@H](C(=O)NC(CC1C(NC2(CCC2)C1)=O)C(C(=O)NC1CC1)O)NC(OCC1=CC(=CC=C1)Cl)=O